7-(2-((tert-butyldiphenylsilyl)oxy)-5-chlorophenyl)-3-iodo-1H-pyrrolo[3,2-b]pyridine [Si](C1=CC=CC=C1)(C1=CC=CC=C1)(C(C)(C)C)OC1=C(C=C(C=C1)Cl)C1=C2C(=NC=C1)C(=CN2)I